sulfuryl-dipropionamide S(=O)(=O)(CCC(=O)N)CCC(=O)N